NCCC(O)C=1C=C(OCCCCO)C=CC1 4-(3-(3-amino-1-hydroxypropyl)phenoxy)butan-1-ol